tert-butyl (2-(4-chloro-2-fluorophenyl)-2-methylbenzo[d][1,3]dioxole-4-yl)carbamate ClC1=CC(=C(C=C1)C1(OC2=C(O1)C=CC=C2NC(OC(C)(C)C)=O)C)F